CC=1OC(=CN1)C(=O)OCCN1N=C(C=2C(NCC3(CCOCC3)CC21)=O)CC 2-(3-ethyl-4-oxo-spiro[6,8-dihydro-5H-pyrazolo[4,3-c]azepine-7,4'-tetrahydropyran]-1-yl)ethyl 2-methyloxazole-5-carboxylate